C(C)(C)(C)[N+]#[C-] tert-butyl isonitrile